FC1(CCC(CC1)NC1=NC(=NC(=C1)C)CO)F (4-((4,4-difluorocyclohexyl)amino)-6-methyl-pyrimidin-2-yl)methanol